2,6-di-tert-butyl-thiopyrylium C(C)(C)(C)C1=[S+]C(=CC=C1)C(C)(C)C